Cl.Cl.COCCNCC1=CC=C(C=C1)C#CC1=CC=C(C(=O)N)C=C1 4-((4-(((2-methoxyethyl)amino)methyl)phenyl)ethynyl)benzamide dihydrochloride